1-[[4-(4-piperidyl)phenyl]methyl]hexahydropyrimidine-2,4-dione TFA salt OC(=O)C(F)(F)F.N1CCC(CC1)C1=CC=C(C=C1)CN1C(NC(CC1)=O)=O